C(C)(C)(C)OC(=O)NC=1SC2=C(C1C#N)C(=CC=C2F)C2=C(C=C1C(=NC(=NC1=C2F)SCC)N2C1COCC2CN(C1)C(=O)OC(C)(C)C)Cl tert-Butyl 9-[7-[2-(tert-butoxycarbonylamino)-3-cyano-7-fluoro-benzothiophen-4-yl]-6-chloro-2-ethylsulfanyl-8-fluoro-quinazolin-4-yl]-3-oxa-7,9-diazabicyclo[3.3.1]nonane-7-carboxylate